N-(6-chloro-3-iodopyridin-2-yl)-N-(methylsulfonyl)methanesulfonamide ClC1=CC=C(C(=N1)N(S(=O)(=O)C)S(=O)(=O)C)I